BrC=1N=C(SC1)C1=NN(C2=NC=CC=C21)C2OCCCC2 4-bromo-2-(1-(tetrahydro-2H-pyran-2-yl)-1H-pyrazolo[3,4-b]pyridin-3-yl)thiazole